BrC1=C(OCC=2CCN(CC2)C(=O)OC(C)(C)C)C(=C(C(=C1F)Br)C(=O)OC)C tert-butyl 4-((2,4-dibromo-3-fluoro-5-(methoxycarbonyl)-6-methylphenoxy)methyl)-3,6-dihydropyridine-1(2H)-carboxylate